Octyl (16S,21S,24S)-21,24-bis(4-diazo-3-oxobutyl)-1-hydroxy-16-((octyloxy)carbonyl)-14,19,22-trioxo-3,6,9,12-tetraoxa-15,20,23-triazapentacosan-25-oate [N+](=[N-])=CC(CC[C@H](NC(CC[C@H](NC(COCCOCCOCCOCCO)=O)C(=O)OCCCCCCCC)=O)C(N[C@H](C(=O)OCCCCCCCC)CCC(C=[N+]=[N-])=O)=O)=O